FC1=C(C=C(C(=O)O)CC)C=CC(=C1)F 2-(2,4-difluorobenzylidene)butanoic acid